[SiH3][SiH]([SiH3])[SiH]([SiH3])[SiH3] 2,3-disilyltetrasilane